7-hydroxy-5-(2-octyldecyl)phenanthridin-6(5H)-one OC1=C2C(N(C=3C=CC=CC3C2=CC=C1)CC(CCCCCCCC)CCCCCCCC)=O